3-trifluoromethoxybenzamide FC(OC=1C=C(C(=O)N)C=CC1)(F)F